[Br-].C(CCC)[N+](CCCC)(CCCC)CCCC tetra-normal butylammonium bromide